BrC1=C(C=C2C(=NN(C2=C1)C)I)C(F)(F)F 6-bromo-3-iodo-1-methyl-5-(trifluoromethyl)indazole